1-(3-Chloro-1-methyl-1H-pyrazol-4-yl)-N-[4-(chlorodifluoromethoxy)phenyl]-6-oxo-1,6-dihydropyridine-3-carboxamide ClC1=NN(C=C1N1C=C(C=CC1=O)C(=O)NC1=CC=C(C=C1)OC(F)(F)Cl)C